F[C@@H]1C[C@@]2(CCCN2C1)COC1=NC2=C(C(=CC=C2C(=N1)N1CCNC2(CC2)C1)C=1C=C(C=C(C1C1CC1)Cl)O)F 3-(2-{[(2R,7aS)-2-fluoro-hexahydro-1H-pyrrolizin-7a-yl]methoxy}-4-{4,7-diazaspiro[2.5]octan-7-yl}-8-fluoroquinazolin-7-yl)-5-chloro-4-cyclopropylphenol